N-((8-(benzyloxy)-6-cyclopropylimidazo[1,2-a]pyridin-2-yl)methyl)-6-chloropyrimidin-4-amine C(C1=CC=CC=C1)OC=1C=2N(C=C(C1)C1CC1)C=C(N2)CNC2=NC=NC(=C2)Cl